tridecanediamine CCCCCCCCCCCCC(N)N